4-(N,N'-di(p-tolyl)amino)cyclohexane C1(=CC=C(C=C1)N(C1=CC=C(C=C1)C)C1CCCCC1)C